tert-butyl (2'-amino-[4,4'-bipyridin]-2-yl)carbamate NC1=NC=CC(=C1)C1=CC(=NC=C1)NC(OC(C)(C)C)=O